2-(3,5-dimethylphenyl)-5-phenyl-3,6-dihydro-2H-1,3,4,2-oxadiazaborinine CC=1C=C(C=C(C1)C)B1OCC(=NN1)C1=CC=CC=C1